(3S,4R,5R,6S)-1-{(5R)-6-[(4-chlorobenzyl)oxy]-5-fluorohexyl}-3,4,5,6-azepanetetrol ClC1=CC=C(COC[C@@H](CCCCN2C[C@@H]([C@H]([C@@H]([C@H](C2)O)O)O)O)F)C=C1